O1N(NC=C1)CNC=1C=C(C(=O)[O-])C=CC1 3-((oxadiazole-2-ylmethyl)amino)benzoate